6-[(2-methylphenyl)thio]-1,2,3,4-tetrahydronaphthalen-1-one CC1=C(C=CC=C1)SC=1C=C2CCCC(C2=CC1)=O